3-cyclohexylaminocarbonyl-9-hydroxy-1,8-dioxo-1,3,4,8-tetrahydro-2H-pyrido[1,2-a]pyrazine-7-carboxylic acid C1(CCCCC1)NC(=O)C1NC(C=2N(C1)C=C(C(C2O)=O)C(=O)O)=O